2'-ethoxy-5-(3-{[4-fluoro-2-(trifluoromethyl)phenoxy]methyl}pyrrolidin-1-yl)-N-[(3R)-pyrrolidin-3-yl][2,3'-bipyridine]-6-carboxamide C(C)OC1=NC=CC=C1C1=NC(=C(C=C1)N1CC(CC1)COC1=C(C=C(C=C1)F)C(F)(F)F)C(=O)N[C@H]1CNCC1